(1R,5S)-3-thia-8-azabicyclo[3.2.1]octane-8-carboxylic acid [C@H]12CSC[C@H](CC1)N2C(=O)O